C(C)(=O)C=1C=C(NC1)C(=O)NCC1=CC=CC=2OCOCC21 4-acetyl-N-(benzo[d][1,3]dioxan-5-ylmethyl)-1H-pyrrole-2-carboxamide